3-((S)-2-((E)-3-(4-Chloro-2-fluorophenyl)acrylamido)-3-cyclopropylpropanamido)-4-cyclopropyl-2-oxobutanamid ClC1=CC(=C(C=C1)/C=C/C(=O)N[C@H](C(=O)NC(C(C(=O)N)=O)CC1CC1)CC1CC1)F